4-(azetidin-3-ylmethoxy)-2-(2,6-dioxopiperidin-3-yl)isoindoline-1,3-dione N1CC(C1)COC1=C2C(N(C(C2=CC=C1)=O)C1C(NC(CC1)=O)=O)=O